[C@H]12CN(C[C@H](CC1)N2)C2=NC(=NC1=C(C(=C(C=C21)Cl)C2=CNC1=CC=C(C=C21)Cl)F)OC[C@H]2N(CCC2)C 4-((1R,5S)-3,8-diazabicyclo[3.2.1]octan-3-yl)-6-chloro-7-(5-chloro-1H-indol-3-yl)-8-fluoro-2-(((S)-1-methylpyrrolidin-2-yl)methoxy)quinazoline